2-(1-(4-(difluoro(4-fluorophenyl)methyl)benzylidene)-5-fluoro-2-methyl-1H-inden-3-yl)acetic acid FC(C1=CC=C(C=C2C(=C(C3=CC(=CC=C23)F)CC(=O)O)C)C=C1)(C1=CC=C(C=C1)F)F